OC1C[C@H]2[C@@H]3CC[C@](C(C)O)([C@]3(CC[C@@H]2[C@]2(CCC(C=C12)=O)C)C)O 6,17,20-trihydroxypregn-4-ene-3-one